C1C=CC2=C1CCCC2 cyclopenta-cyclohexane